3-(2-{[(2R,7aS)-2-fluoro-hexahydropyrrolizin-7a-yl]methoxy}-8-fluoro-5-[(2S)-2-methylazetidin-1-yl]pyrido[4,3-d]pyrimidin-7-yl)-2-fluoro-4-(trifluoromethyl)phenol F[C@@H]1C[C@@]2(CCCN2C1)COC=1N=CC2=C(N1)C(=C(N=C2N2[C@H](CC2)C)C=2C(=C(C=CC2C(F)(F)F)O)F)F